tert-butyl (5R)-3,3-difluoro-5-(5-methyl-1,1-dioxo-1λ6,2-thiazolidin-2-yl)piperidine-1-carboxylate FC1(CN(C[C@@H](C1)N1S(C(CC1)C)(=O)=O)C(=O)OC(C)(C)C)F